3-chloro-2-[[(2R)-2-methylpyrrolidin-2-yl]methoxy]pyridine ClC=1C(=NC=CC1)OC[C@@]1(NCCC1)C